BrC=1C=C(C2=CN(N=C2C1C)C(C(=O)NC=1SC=CN1)C1=C2N(C=N1)C(CC2)(C)CC)C(F)(F)F 2-[6-bromo-7-methyl-4-(trifluoromethyl)indazol-2-yl]-2-(5-ethyl-5-methyl-6,7-dihydropyrrolo[1,2-c]imidazol-1-yl)-N-thiazol-2-yl-acetamide